1-(2-(2-(2,2-difluoroethoxy)-5-fluorophenyl)ethyl)-N-methyl-3-(1H-pyrazol-3-yl)pyrazolo[1,5-a]pyrimidin-5-amine FC(COC1=C(C=C(C=C1)F)CCN1CC(=C2N1C=CC(=N2)NC)C2=NNC=C2)F